(S)-N-(2,5-diaminopentyl)-6-(4-fluorophenyl)-3-methyl-1H-indole-2-carboxamide hydrogen chloride salt Cl.N[C@H](CNC(=O)C=1NC2=CC(=CC=C2C1C)C1=CC=C(C=C1)F)CCCN